(1R,2S,3R,5R)-3-(4-amino-5-(4-benzylthiazol-2-yl)-2-chloro-7H-pyrrolo[2,3-d]pyrimidin-7-yl)-5-(1-(cyclopentylmethyl)piperidin-4-yl)cyclopentane-1,2-diol NC=1C2=C(N=C(N1)Cl)N(C=C2C=2SC=C(N2)CC2=CC=CC=C2)[C@H]2[C@@H]([C@@H]([C@H](C2)C2CCN(CC2)CC2CCCC2)O)O